BrC1=CC(=C(C(=N1)Cl)N)Cl 6-bromo-2,4-dichloro-3-pyridinamine